2-chloro-4-((2-fluoro-6-(1-methoxyethyl)phenyl)amino)-pyrimidine-5-carbonitrile ClC1=NC=C(C(=N1)NC1=C(C=CC=C1C(C)OC)F)C#N